C(C1=CC=CC=C1)N(C1=NC(=C2N=C(N(C2=N1)C1=CC=C(C=C1)Cl)C1=C(C=CC=C1)Cl)N1CCC(CC1)(C(=O)N)C)CCO 1-[2-[benzyl(2-hydroxyethyl)amino]-8-(2-chlorophenyl)-9-(4-chlorophenyl)purin-6-yl]-4-methyl-piperidine-4-carboxamide